pyridyl-pyrazolone N1=C(C=CC=C1)C=1C(N=NC1)=O